2-(6-{5-fluoro-2-[(oxacyclohex-4-yl)amino]pyrimidin-4-yl}-1-oxo-2,3-dihydro-1H-isoindol-2-yl)acetic acid tert-butyl ester C(C)(C)(C)OC(CN1C(C2=CC(=CC=C2C1)C1=NC(=NC=C1F)NC1CCOCC1)=O)=O